1-(2,6-dichlorophenyl)-4-((4-(5-ethylpyrimidin-4-yl)phenyl)amino)-1H-pyrazole-3-carboxamide ClC1=C(C(=CC=C1)Cl)N1N=C(C(=C1)NC1=CC=C(C=C1)C1=NC=NC=C1CC)C(=O)N